ClC=1C=C(C=CC1)C1(OC(CC1)=O)CNC(=O)[C@@H]1[C@H](C1)C1=CC=CC=C1 (1S,2S)-N-{[2-(3-chlorophenyl)-5-oxooxolan-2-yl]methyl}-2-phenylcyclopropane-1-carboxamide